(2S)-2-[[(2S)-2-amino-3-methyl-butyryl]amino]-3-[5-[bis(2-chloroethyl)amino]-1-methyl-benzimidazol-2-yl]propanoic acid ethyl ester dihydrochloride Cl.Cl.C(C)OC([C@H](CC1=NC2=C(N1C)C=CC(=C2)N(CCCl)CCCl)NC([C@H](C(C)C)N)=O)=O